9-hydroxyeicosatetraenoic acid CCCCCCCCCCCC(=CC=CC=CC=CC(=O)O)O